benzyl 4-((2,2-difluoroethyl) amino)-4-methylpiperidine-1-carboxylate FC(CNC1(CCN(CC1)C(=O)OCC1=CC=CC=C1)C)F